NC1=NC(=CC(=C1C#N)C)C=1C=C2[C@@H](N(C(C2=CC1)=O)C1C(NC(CC1)=O)=O)C 2-amino-6-((3S)-2-(2,6-dioxopiperidin-3-yl)-3-methyl-1-oxoisoindolin-5-yl)-4-methylpyridine-3-carbonitrile